5-((8-Aminooctyl)(3-aminopropyl)amino)-5-oxopentanoic acid NCCCCCCCCN(C(CCCC(=O)O)=O)CCCN